2,2-bis(5-pentylfuran-2-yl)propanoic acid C(CCCC)C1=CC=C(O1)C(C(=O)O)(C)C=1OC(=CC1)CCCCC